3-(4-(2,6-dimethylphenyl)-6-((tetrahydrofuran-2-yl)ethynyl)pyridin-2-yl)propanoic acid CC1=C(C(=CC=C1)C)C1=CC(=NC(=C1)C#CC1OCCC1)CCC(=O)O